C(C)N([C@@H](C)C1=CC=C(C=C1)C1=NNC(=C1C(C)C)C=1C=C(C=2N(C1)N=CN2)C)C (S)-N-ethyl-1-(4-(4-isopropyl-5-(8-methyl-[1,2,4]triazolo[1,5-a]pyridin-6-yl)-1H-pyrazol-3-yl)phenyl)-N-methylethan-1-amine